7-methyl-1,3-benzoxazole-5-carbaldehyde CC1=CC(=CC=2N=COC21)C=O